N-(((2R,5S)-5-(4-chlorobenzyl)-4-(4-(1,5-dimethyl-1H-pyrazol-3-yl)cyclohexyl)morpholin-2-yl)methyl)methanesulfonamide hydrochloride Cl.ClC1=CC=C(C[C@H]2CO[C@H](CN2C2CCC(CC2)C2=NN(C(=C2)C)C)CNS(=O)(=O)C)C=C1